O=C1NC2(C(N1C1=CC=C(C=C1)B1OC(C(O1)(C)C)(C)C)=O)CCN(CC2)C(=O)OC(C)(C)C tert-butyl 2,4-dioxo-3-[p-(4,4,5,5-tetramethyl-1,3,2-dioxaborolan-2-yl)phenyl]-1,3,8-triaza-8-spiro[4.5]decanecarboxylate